2-(2-((5-(1-aminoisoquinolin-5-yl)-2-(1-(2-methoxyethyl)piperidin-4-yl)-2H-indazol-3-yl)methoxy)phenyl)acetic acid NC1=NC=CC2=C(C=CC=C12)C1=CC2=C(N(N=C2C=C1)C1CCN(CC1)CCOC)COC1=C(C=CC=C1)CC(=O)O